methyl (R)-3-(1-amino-3-methoxypropyl)benzoate N[C@H](CCOC)C=1C=C(C(=O)OC)C=CC1